carbazole gallium [Ga].C1=CC=CC=2C3=CC=CC=C3NC12